ClC1=CC=C(C=C1)C#CC(O)C1=CC=CC=C1 3-(4-chlorophenyl)-1-phenylpropan-2-yn-1-ol